OC1=CC=C(C=C1)\C=C\C(=O)C1=C(C=C(C=C1O)OCC=C(C)C)O 4,2',6'-Trihydroxy-4'-prenyloxychalcone